C1(CC1)C=1C(=CC(=NC1)CNC(CC)CC)C N-((5-cyclopropyl-4-methylpyridin-2-yl)methyl)pentan-3-amine